silver phosphoiodide P(=O)(=O)I.[Ag]